Ethyl 4-cyano-3-ethylpicolinate Ethyl-4-cyano-3-ethenylpyridine-2-carboxylate C(C)OC(=O)C1=NC=CC(=C1C=C)C#N.C(#N)C1=C(C(=NC=C1)C(=O)OCC)CC